2-(Hexyloxy)Ethanol tert-butyl-2-(6-chloro-3-(3,4-dichlorophenyl)-9-tosyl-9H-carbazol-1-yl)ethylcarbamate C(C)(C)(C)N(C(=O)OCCOCCCCCC)CCC1=CC(=CC=2C3=CC(=CC=C3N(C12)S(=O)(=O)C1=CC=C(C)C=C1)Cl)C1=CC(=C(C=C1)Cl)Cl